2-benzyloxy-5-[2-[[6-(hydrazinecarbonyl)-5-nitro-3-(trifluoromethyl)-2-pyridyl]amino]-2-methyl-propoxy]-2-(trifluoromethyl)pentanoic acid C(C1=CC=CC=C1)OC(C(=O)O)(CCCOCC(C)(C)NC1=NC(=C(C=C1C(F)(F)F)[N+](=O)[O-])C(=O)NN)C(F)(F)F